O=C1NC(CCC1NC1=CC=C(C=C1)C1CCN(CC1)CC1=CC=C(C=C1)C=1C=C2N(N=CC=C2C2=CC(=C(C=C2)CNC(OC(C)(C)C)=O)C)C1)=O tert-butyl N-[[4-[6-[4-[[4-[4-[(2,6-dioxo-3-piperidyl)amino]phenyl]-1-piperidyl]methyl]phenyl]pyrrolo[1,2-b]pyridazin-4-yl]-2-methyl-phenyl]methyl]carbamate